OC(COC(CCCCCCCCCCCCCCCCC)=O)CO.OCC(CO)OC(CCCCCCCCCCCCCCCCC)=O.N1=CC(=CC=C1)C1N(CCNC1)C(=O)C1=C(C=C(C=C1)NC(=O)C1CC1)N1CCCC1 N-[4-(2-pyridin-3-ylpiperazine-1-carbonyl)-3-pyrrolidin-1-ylphenyl]cyclopropanecarboxamide 1,3-dihydroxypropan-2-yl-octadecanoate 2,3-dihydroxypropyl-octadecanoate